C(C)(C)(C)C1=CC(=NO1)C[C@@H]1[C@@H]([C@H]([C@H]2OC(OC[C@H]2O1)(C)C)N1N=NC(=C1)C1=CC(=C(C(=C1)F)F)F)OCC(=O)O 2-(((4aR,6R,7R,8R,8aR)-6-((5-(tert-butyl)isoxazol-3-yl)methyl)-2,2-dimethyl-8-(4-(3,4,5-trifluorophenyl)-1H-1,2,3-triazol-1-yl)hexahydropyrano[3,2-d][1,3]dioxin-7-yl)oxy)acetic acid